(1-hydroxy-3-(octadecyloxy)propan-2-yl)isoindolin-1-one OCC(COCCCCCCCCCCCCCCCCCC)N1C(C2=CC=CC=C2C1)=O